Cl.ClC=1C(=CC2=C(N(C(N=C2O)=O)C=2C(=NC=CC2C)C(C)C)N1)F 7-chloro-6-fluoro-4-hydroxy-1-(2-isopropyl-4-methylpyridin-3-yl)pyrido[2,3-d]pyrimidin-2(1H)-one hydrochloride